C(C)(C)(C)OOC(C)(C)C1=C(C=CC=C1)C(C)(C)OOC(C)(C)C Di(tert-butylperoxy-isopropyl)benzene